4-(2-methoxyphenoxy)aniline COC1=C(OC2=CC=C(N)C=C2)C=CC=C1